tert-butyl (1-(4-(dimethoxymethyl)-5-fluoropyridin-3-yl)propane-2-yl)carbamate COC(C1=C(C=NC=C1F)CC(C)NC(OC(C)(C)C)=O)OC